C(CCCCC)N1N=CC(=C1)CCN1CCC(=CC1)N1C=CC2=CC=CC=C12 1-[1,2,3,6-tetrahydro-[2-[1-hexyl-1H-pyrazol-4-yl]ethyl]-4-pyridinyl]-1H-indole